2-(difluoromethyl)-2-methyl-butyric acid FC(C(C(=O)O)(CC)C)F